[2H]C(O)(C1=CC=C2C(=N1)CCN(C2)C2COC2)[2H] dideuterio(6-(oxetane-3-yl)-5,6,7,8-tetrahydropyrido[4,3-b]pyridine-2-yl)methanol